COC(=O)[C@H]1C([C@@H]2[C@@H](NC(O2)=O)C1)Br (3aS,5S,6aS)-6-bromo-2-oxohexahydro-2H-cyclopenta[d][1,3]oxazole-5-carboxylic acid methyl ester